1-(4-nitrophenyl)-2-(p-tolyl)disulfane [N+](=O)([O-])C1=CC=C(C=C1)SSC1=CC=C(C=C1)C